(2-hydroxy 5-isopropylphenyl)(5-p-toluenesulfonyl-1H-3-pyrrolyl)methyl ketone OC1=C(C=C(C=C1)C(C)C)C(C1=CNC(=C1)S(=O)(=O)C1=CC=C(C)C=C1)C(=O)C(C1=C(C=CC(=C1)C(C)C)O)C1=CNC(=C1)S(=O)(=O)C1=CC=C(C)C=C1